BrC1=CC(=NC(=C1)OC(F)F)N 4-Bromo-6-(difluoromethoxy)pyridin-2-amine